C(C)(C)C1(N=C(NC1=O)C1=C(C(=O)OCCN(C)C)C=C(C=N1)COC)C 2-(dimethylamino)ethyl 2-(4-isopropyl-4-methyl-5-oxo-4,5-dihydro-1H-imidazol-2-yl)-5-(methoxymethyl)nicotinate